3-(p-nitrobenzoyl)coumarin [N+](=O)([O-])C1=CC=C(C(=O)C=2C(OC3=CC=CC=C3C2)=O)C=C1